OC=1C=CC=C2C(CCNC12)N1C(N(C2=NC(=NC=C2C1)NC1=CC=C(C=C1)N1CCN(CC1)C)C)=O 3-(8-hydroxy-1,2,3,4-tetrahydroquinolin-4-yl)-1-methyl-7-[4-(4-methylpiperazin-1-yl)anilino]-4H-pyrimido[4,5-d]pyrimidin-2-one